FC=1C=C(CC2=NC=CC(=C2)N2N=C(C(=C2)C(=O)NCCOC)C)C=C(C1)C(F)(F)F 1-(2-(3-Fluoro-5-(trifluoromethyl)benzyl)pyridin-4-yl)-N-(2-methoxyethyl)-3-methyl-1H-pyrazol-4-carboxamid